CC(C(=O)O)(CO)C.C(C)(C)(C)[C@@H]1C[C@H]2C([C@@](N1CC2)(COC)CO)=O (1R,2S,4S,6S)-6-(tert-butyl)-2-(hydroxymethyl)-2-(methoxymethyl)quinuclidin-3-one 2,2-dimethyl-3-hydroxypropionate